C(=O)(OC(C)(C)C)NC(CC=O)CCC1=CC=CC=C1 N-Boc-3-Amino-5-phenyl-pentanal